tert-Butyl (±)-trans-4-phenyl-3-[(isoquinolin-5-ylsulfonyl)amino]pyrrolidine-1-carboxylate C1(=CC=CC=C1)[C@H]1[C@@H](CN(C1)C(=O)OC(C)(C)C)NS(=O)(=O)C1=C2C=CN=CC2=CC=C1 |r|